N-[3-[4-(4-chlorophenyl)thiazol-2-yl]-1-bicyclo[1.1.1]pentyl]-3-(1-methylsulfonyl-cyclopropyl)pyrazole-1-carboxamide ClC1=CC=C(C=C1)C=1N=C(SC1)C12CC(C1)(C2)NC(=O)N2N=C(C=C2)C2(CC2)S(=O)(=O)C